FC1=C2C(=C(C3=NN(N=C31)CCNC)F)CC(C2)CN2CCC3(CN(C(O3)=O)C3=NC1=C(OCC(N1)=O)N=C3)CC2 6-[8-[[4,8-difluoro-2-[2-(methylamino)ethyl]-6,7-dihydro-5H-cyclopenta[f]benzotriazol-6-yl]methyl]-2-oxo-1-oxa-3,8-diazaspiro[4.5]decan-3-yl]-4H-pyrazino[2,3-b][1,4]oxazin-3-one